2,3-dimethoxypropan-1-amine COC(CN)COC